[O-2].[Cr+3].[Li+].[O-2] Lithium Chromium Oxide